[Na+].[N+](=O)([O-])C1=CC=C(C=C1)NS([O-])(=O)=O (4-nitrophenyl)sulfamic acid sodium salt